3-(5-(((1S,2S)-2-(3-((cis)-4-isopropoxycyclohexyl)azetidin-1-yl)cyclohexyl)oxy)-1-oxoisoindolin-2-yl)piperidine-2,6-dione C(C)(C)O[C@H]1CC[C@H](CC1)C1CN(C1)[C@@H]1[C@H](CCCC1)OC=1C=C2CN(C(C2=CC1)=O)C1C(NC(CC1)=O)=O